C(#N)C1CCN(CC1)C(=O)[C@@H]1CC12CCN(CC2)C(=O)OC(C(F)(F)F)C(F)(F)F |r| 1,1,1,3,3,3-hexafluoropropan-2-yl (±)-1-(4-cyanopiperidine-1-carbonyl)-6-azaspiro[2.5]octane-6-carboxylate